C(C)(C)(C)C=1C=C(C=C(C1O)C(C)(C)C)CP1(OC2=CC=CC=C2C=2C=CC=CC12)=O 10-(3,5-di-t-butyl-4-hydroxyphenylmethyl)-9,10-dihydro-9-oxa-10-phosphaphenanthrene-10-oxide